7-chloro-3-fluoro-1,8-naphthyridin-2-ol ClC1=CC=C2C=C(C(=NC2=N1)O)F